2-Methylpiperidine-4-carbonitrile hydrogen chloride Cl.CC1NCCC(C1)C#N